1-(2,6-difluoro-4-((4-methoxyphenylmethyl)thio)benzyl)-8-methoxypyrido[2,3-H][1,6]naphthyridin-2(1H)-one FC1=C(CN2C(C=CC3=CN=C4C(=C23)C=CC(=N4)OC)=O)C(=CC(=C1)SCC1=CC=C(C=C1)OC)F